CON=C1C2=C(N(C=N1)[C@@H]1O[C@@H]([C@@]([C@H]1O)(C)O)[C@H](O)C1=CC(=C(C=C1)Cl)Cl)NC=C2 ((2R,3R,4S,5R)-5-((R)-(3,4-dichlorophenyl)(hydroxy)methyl)-3,4-dihydroxy-4-methyltetrahydrofuran-2-yl)-1H-pyrrolo[2,3-d]pyrimidin-4(7H)-one O-methyl oxime